O=C[C@@H](O)[C@@H](O)[C@H](O)[C@H](O)CO.C(N)(=N)OP(O)(=O)OP(=O)(O)O guanyldiphosphate-mannose